IC=1C=NN2C1N=CC(=C2)OC(C(C)(O)C)C 3-(3-iodopyrazolo[1,5-a]pyrimidin-6-yl)oxy-2-methyl-butan-2-ol